ethyl 3-chloro-6-methylpicolinate ClC=1C(=NC(=CC1)C)C(=O)OCC